ClC=1C=C2CCCN(C2=CC1)C1CCN(CC1)C(=O)OC(C)(C)C tert-butyl 4-(6-chloro-3,4-dihydroquinolin-1(2H)-yl)piperidine-1-carboxylate